C(C)(C)(C)OC(NCCOC1(CCC(CC1)N)C(F)(F)F)=O (2-(((1r,4r)-4-amino-1-(trifluoromethyl)cyclohexyl)oxy)ethyl)carbamic acid tert-butyl ester